C(#N)C1=CC=C(CN2N=C(N=N2)C2=CC=C(C=C2)S(=O)(=O)NCCO)C=C1 4-(2-(4-cyanobenzyl)-2H-tetrazol-5-yl)-N-(2-hydroxyethyl)benzenesulfonamide